6-(5-(difluoromethoxy)pyridin-2-yl)-1-(4-fluorophenylmethyl)-2-oxo-1,2-dihydro-1,8-naphthyridine-3-carboxylic acid ethyl ester C(C)OC(=O)C=1C(N(C2=NC=C(C=C2C1)C1=NC=C(C=C1)OC(F)F)CC1=CC=C(C=C1)F)=O